benzyl-4-chloro-5-fluorospiro[indoline-3,4'-piperidine]-2-one C(C1=CC=CC=C1)N1CCC2(CC1)C(NC1=CC=C(C(=C12)Cl)F)=O